bis(r-(triethoxysilyl) propyl) tetrasulfide C(C)O[Si](OCC)(OCC)CCCSSSSCCC[Si](OCC)(OCC)OCC